2-(3-((2',5'-difluoro-[1,1'-biphenyl]-3-yl)methyl)-2-oxotetrahydropyrimidin-1(2H)-yl)-4-methylthiazole-5-sulfonamide FC1=C(C=C(C=C1)F)C1=CC(=CC=C1)CN1C(N(CCC1)C=1SC(=C(N1)C)S(=O)(=O)N)=O